1,2-Dimethylpropylcyclohexane CC(C(C)C)C1CCCCC1